C1(CC1)C=1N=COC1C=O (4-cyclopropyloxazol-5-yl)methanone